(E)-3-(3-aminoisoquinolin-7-yl)-N-((5-(5-(4,4-difluoropiperidine-1-carbonyl)pyridin-2-yl)-7-(trifluoromethyl)benzofuran-2-yl)methyl)acrylamide NC=1N=CC2=CC(=CC=C2C1)/C=C/C(=O)NCC=1OC2=C(C1)C=C(C=C2C(F)(F)F)C2=NC=C(C=C2)C(=O)N2CCC(CC2)(F)F